tert-butyl 4-amino-3-[[(3S)-4,4-dimethyltetrahydrofuran-3-yl]amino]benzoate NC1=C(C=C(C(=O)OC(C)(C)C)C=C1)N[C@@H]1COCC1(C)C